BrC1=CC=C(C=C1)C(C(=O)NCCC1=CC=NC=C1)NCCC1CCNCC1 2-(4-bromophenyl)-2-[(2-piperidine-4-ylethyl)amino]-N-(2-pyridine-4-ylethyl)acetamid